Cl.CN1C(OC2=C1C=CC(=C2)N2C(CNCC2)=O)=O 3-methyl-6-(2-oxopiperazin-1-yl)-1,3-benzoxazol-2-one hydrochloride